N1=CC(=C(C=C1)C1=CC=NC=C1)C(=O)O [4,4'-bipyridine]-3-carboxylic acid